FC(C1=CC=C(C=C1C(=O)N)C(=O)N)(F)F 6-(trifluoromethyl)isophthalamid